L-N-methyl-cysteine CN[C@@H](CS)C(=O)O